N-(5-(2,6-Difluoro-4-methoxyphenyl)-2-(3-((2-hydroxyethyl)(methyl)amino)-6-(trifluoromethyl)pyridin-2-yl)-1-methyl-3-oxo-2,3-dihydro-1H-pyrazol-4-yl)-4-(difluoromethoxy)benzamide FC1=C(C(=CC(=C1)OC)F)C1=C(C(N(N1C)C1=NC(=CC=C1N(C)CCO)C(F)(F)F)=O)NC(C1=CC=C(C=C1)OC(F)F)=O